C(C1=CC=CC=C1)OC1=C2C(=C(N(C2=CC(=C1)F)C1=CC=C(C=C1)F)C(COC(F)F)(C)C)C1=CC=C(C(=O)OCC2=CC=CC=C2)C=C1 benzyl 4-[4-benzyloxy-2-[2-(difluoromethoxy)-1,1-dimethyl-ethyl]-6-fluoro-1-(4-fluorophenyl)indol-3-yl]benzoate